CNC=1C(=CC(=CC1)OC(F)F)N N1-methyl-4-(difluoromethoxy)benzene-1,2-diamine